FC=1C=C2C(=CNC2=C(C1)F)CCN(CC)CC 2-(5,7-difluoro-1H-indol-3-yl)-N,N-diethylethan-1-amine